tert-butyl ((1E)-((tert-butoxycarbonyl)amino)((S)-2-(3-(4-(oct-2-en-1-yloxy)-3-(trifluoromethyl)phenyl)-1,2,4-oxadiazol-5-yl)pyrrolidin-1-yl)methylene)carbamate C(C)(C)(C)OC(=O)N/C(/N1[C@@H](CCC1)C1=NC(=NO1)C1=CC(=C(C=C1)OCC=CCCCCC)C(F)(F)F)=N\C(OC(C)(C)C)=O